C(C1=CC=CC=C1)OC(=O)C=1N=NN(C1)CC=1N=C2N(C=C(C=C2C(=O)OCC)C2CC2)C1 ethyl 2-((4-((benzyloxy)carbonyl)-1H-1,2,3-triazol-1-yl)methyl)-6-cyclopropylimidazo[1,2-a]pyridine-8-carboxylate